FC1=C(CNC2=C3N=CN(C3=NC(=N2)SC)CC2=C(C(=CC=C2F)C)F)C(=CC=C1C)F N,9-bis(2,6-difluoro-3-methylbenzyl)-2-(methylsulfanyl)-9H-purin-6-amine